FC1=C(C=CC(=C1)F)N(C(=O)C1=NC=C(C=C1NS(=O)(=O)C1=CC(=C(C=C1)Cl)C(F)(F)F)Cl)C 5-Chloro-3-(4-chloro-3-trifluoromethyl-benzenesulfonylamino)-pyridine-2-carboxylic Acid (2,4-difluoro-phenyl)-methyl-amide